4-(5-((tert-Butoxycarbonyl)amino)-6-methylpyridin-2-yl)-1-methyl-1H-pyrazole-5-carbonitrile C(C)(C)(C)OC(=O)NC=1C=CC(=NC1C)C=1C=NN(C1C#N)C